O1CC(CC1)C1OCCCC1 2-(tetrahydrofuran-3-yl)tetrahydro-2H-pyran